(2S)-2-amino-2-(4-fluorophenyl)-N-[[4-(2-methylpropyloxy)phenyl]methyl]acetamide ethyl-1-[(4-{[(1Z)-2-ethoxy-3,3,3-trifluoro-1-propen-1-yl]oxy}phenyl)methyl]-1H-pyrazole-4-carboxylate C(C)OC(=O)C=1C=NN(C1)CC1=CC=C(C=C1)O\C=C(\C(F)(F)F)/OCC.N[C@H](C(=O)NCC1=CC=C(C=C1)OCC(C)C)C1=CC=C(C=C1)F